N,N-dimethyl-N'-phenylurea CN(C(=O)NC1=CC=CC=C1)C